C(C1=CC=CC=C1)N1CCC(CC1)(C(=O)O)C=1C=NC(=C(C1)F)C1=C(C=CC=C1)OCC 1-benzyl-4-(6-(2-ethoxyphenyl)-5-fluoropyridin-3-yl)piperidine-4-carboxylic acid